FC1=C(C(=CC(=C1)[N+](=O)[O-])F)N1C2CSCC1CC2 8-(2,6-difluoro-4-nitrophenyl)-3-thia-8-aza-bicyclo[3.2.1]octane